Porphyrin dipotassium salt [K].[K].C12=CC=C(N1)C=C1C=CC(=N1)C=C1C=CC(N1)=CC=1C=CC(N1)=C2